N-(2-Methylpyridin-4-yl)-1-(1-oxo-1,2-dihydroisochinolin-5-yl)-5-(trifluoromethyl)-1H-pyrazol-4-carboxamid CC1=NC=CC(=C1)NC(=O)C=1C=NN(C1C(F)(F)F)C1=C2C=CNC(C2=CC=C1)=O